(12S)-20-Amino-18-bromo-6-(trifluoromethyl)-22-oxa-3,4,16,21-tetraazatetracyclo[15.3.1.12,5.012,16]docosa-1(21),2,4,9,17,19-hexaen-6-ol NC1=CC(=C2N3CCC[C@H]3CC=CCCC(C3=NN=C(C1=N2)O3)(O)C(F)(F)F)Br